N[C@@H](CC(=O)[O-])C(=O)[O-].[Ca+2] calcium aspartate